N-((3S,4S)-3-((7-(2,6-dichloro-3,5-dimethoxyphenyl)-5-(oxetan-3-ylamino)-2,6-naphthyridin-3-yl)amino)tetrahydro-2H-pyran-4-yl)acrylamide ClC1=C(C(=C(C=C1OC)OC)Cl)C1=NC(=C2C=C(N=CC2=C1)N[C@@H]1COCC[C@@H]1NC(C=C)=O)NC1COC1